[1,2,3]oxathiazolo[3,4-a]pyridine S1OC=C2N1C=CC=C2